N-(2-(4-cyanothiazolidin-3-yl)-2-oxoethyl)-6-(4-(3-methoxy-propoxy)phenyl)quinoline-4-carboxamide C(#N)C1N(CSC1)C(CNC(=O)C1=CC=NC2=CC=C(C=C12)C1=CC=C(C=C1)OCCCOC)=O